(R)-2,2-difluoro-N-(4-(6-((S)-1-hydroxypropyl)-4-methylpyridin-3-yl)-[1,2,4]triazolo[1,5-a][1,6]naphthyridin-8-yl)cyclopropane-1-carboxamide FC1([C@H](C1)C(=O)NC1=NC=C2C=C(C=3N(C2=C1)N=CN3)C=3C=NC(=CC3C)[C@H](CC)O)F